C(C)(C)C1=C(C=CC=C1)N(C(=O)N)C1CCNCC1 (2-isopropylphenyl)-1-(piperidin-4-yl)urea